C(C)OC1=C(O[C@H]2CN(CCC2)C2=CN=CC(=N2)NC(=O)C2CCCC2)C=CC=C1 (1R)-2-((6-((R)-3-(2-Ethoxyphenoxy)piperidin-1-yl)pyrazin-2-yl)carbamoyl)cyclopentan